N-((1S,2R)-2-(6-fluoro-2,3-dimethylphenyl)-1-(5-oxo-4,5-dihydro-1,3,4-oxadiazol-2-yl)propyl)-4-(pyridin-2-yl-oxy)piperidine-1-sulfonamide FC1=CC=C(C(=C1[C@H]([C@@H](C=1OC(NN1)=O)NS(=O)(=O)N1CCC(CC1)OC1=NC=CC=C1)C)C)C